(S)-9-(2-(3-amino-4-methoxybutoxy)-4-chloro-6-ethylbenzyl)-9H-purin-6-amine N[C@@H](CCOC1=C(CN2C3=NC=NC(=C3N=C2)N)C(=CC(=C1)Cl)CC)COC